COC(C(C)C=1C=C2C(C=3C=CC=NC3OC2=CC1)=O)=O.C(CC)(=O)OC1=C(C=C(C=C1)C)N1N=C2C(=N1)C=CC=C2 2-(2'-propionyloxy-5'-methylphenyl)benzotriazole Methyl-2-(10-oxo-9-oxa-1-azaanthracen-6-yl)propionate